CC1=CC=C(C=C1)S(=O)(=O)OC1=NC(=NC(=C1)CCC)NC1=CC(=C(C=C1)N)[N+](=O)[O-] 2-((4-amino-3-nitrophenyl) amino)-6-propylpyrimidin-4-yl 4-methylbenzenesulfonate